3-(1'-((5,6-dihydro-4H-pyrrolo[1,2-b]pyrazol-3-yl)methyl)-6-oxo-6,8-dihydro-2H,7H-spiro[furo[2,3-e]isoindole-3,4'-piperidin]-7-yl)piperidine-2,6-dione N=1N2C(=C(C1)CN1CCC3(CC1)COC1=C4CN(C(C4=CC=C13)=O)C1C(NC(CC1)=O)=O)CCC2